ClC1=CC(=NC(=N1)OC[C@]12CCCN2C[C@@H](C1)F)N1CC2(CC(N2)=O)CCC1 6-(6-Chloro-2-{[(2R,7aS)-2-fluorotetrahydro-1H-pyrrolizin-7a(5H)-yl]methoxy}pyrimidin-4-yl)-1,6-diazaspiro[3.5]nonan-2-one